C(C)(C)C1=C(C(=CC(=C1)C(C)C)C(C)C)COCOC=1C=CC=C(C1)OCOCC1=C(C=C(C=C1C(C)C)C(C)C)C(C)C 3,5-bis(2,4,6-triisopropylphenyl)methoxymethoxybenzene